C(C)(SCC1=NN(C(=C1)CSC1=CC2=CC=CC=C2C(=C1)OCC=C)C)=O S-((5-(((4-(allyloxy)naphthalen-2-yl)thio)methyl)-1-methyl-1H-pyrazol-3-yl)methyl) ethanethioate